O=C1NC2=CC=C(C=C2CC1)NC(C1=CC(=CC=C1)C#CC1=NC=CC=N1)=O N-(2-OXO-3,4-DIHYDRO-1H-QUINOLIN-6-YL)-3-(2-PYRIMIDIN-2-YLETHYNYL)BENZAMIDE